3-(acryloyloxymethyl)-2-pentafluoroethyl-oxetane C(C=C)(=O)OCC1C(OC1)C(C(F)(F)F)(F)F